ethyl 6-chloro-7-fluoro-5-methoxy-1-methyl-1H-indole-2-carboxylate ClC1=C(C=C2C=C(N(C2=C1F)C)C(=O)OCC)OC